4-({1,2-dihydrospiro[indole-3,2'-oxolan]-1-yl}sulfonyl)-N,N-dimethylbenzene-1-sulfonamide O1C2(CCC1)CN(C1=CC=CC=C12)S(=O)(=O)C1=CC=C(C=C1)S(=O)(=O)N(C)C